hydroxymannose OC(=O)[C@@H](O)[C@@H](O)[C@H](O)[C@H](O)CO